1-phenylisobutane C1(=CC=CC=C1)CC(C)C